Cl[Si](CC[Si](C)(Cl)Cl)(Cl)Cl 1,1,1,4,4-pentachloro-1,4-disilapentane